FC1(CCNC=2C=C3C=CN(C3=NC2O1)COCC[Si](C)(C)C)F 13,13-difluoro-4-[[2-(trimethylsilyl)ethoxy]methyl]-14-oxa-2,4,10-triazatricyclo[7.5.0.0[3,7]]tetradeca-1(9),2,5,7-tetraene